N-(4-(5-(difluoromethyl)-1,3,4-oxadiazol-2-yl)benzyl)-2-(3-hydroxypiperidin-1-yl)-N-phenylethanesulfonamide FC(C1=NN=C(O1)C1=CC=C(CN(S(=O)(=O)CCN2CC(CCC2)O)C2=CC=CC=C2)C=C1)F